(S)-Benzyl 2-(3-((tert-Butoxycarbonyl)amino)-2-oxopiperidin-1-yl)acetate C(C)(C)(C)OC(=O)N[C@@H]1C(N(CCC1)CC(=O)OCC1=CC=CC=C1)=O